N-[4-[[[6-[cyclopropyl-[[6-(trifluoromethyl)-3-pyridyl]methyl]amino]-5-fluoro-pyrimidin-4-yl]amino]methyl]phenyl]-1,1-difluoro-methanesulfonamide C1(CC1)N(C1=C(C(=NC=N1)NCC1=CC=C(C=C1)NS(=O)(=O)C(F)F)F)CC=1C=NC(=CC1)C(F)(F)F